2-[[4-[5-(3-methylpyrrolidin-1-yl)-3-pyridyl]triazol-1-yl]methyl]imidazo[1,2-a]Pyridine-6-carbaldehyde CC1CN(CC1)C=1C=C(C=NC1)C=1N=NN(C1)CC=1N=C2N(C=C(C=C2)C=O)C1